O1CCC(CC1)N1CCN(CC1)C(=O)[O-] 4-(oxan-4-yl)piperazine-1-carboxylate